BrC=1C(=C(\C=C/2\C(N(C(S2)=S)C2=C(C=C(C=C2)C)C)=O)C=C(C1)[N+](=O)[O-])O (5Z)-5-(3-Bromo-2-hydroxy-5-nitrobenzylidene)-3-(2,4-dimethylphenyl)-2-thioxo-1,3-thiazolidin-4-one